(E)-3-(4-(chloromethyl)phenyl)-N,N-dimethylacrylamide ClCC1=CC=C(C=C1)/C=C/C(=O)N(C)C